C(C)OC=1C=C(C=CC1OC)[C@@H](CS(=O)(=O)C)N1C(C2=CC=CC(=C2C1=O)NC(CCCCCC)=O)=O N-(2-((S)-1-(3-ethoxy-4-methoxyphenyl)-2-(methylsulfonyl)ethyl)-1,3-dioxoisoindolin-4-yl)heptanamide